COC1=CC2=C(N(C=N2)C2=NC(=C(C(=O)OC)C=C2)N2CCOCC2)C=C1OC methyl 6-(5,6-dimethoxy-1H-benzo[d]imidazol-1-yl)-2-morpholinonicotinate